2-diazo-3',6'-bis(3-hydroxyazetidin-1-yl)-3-oxo-2,3-dihydrospiro[indene-1,9'-xanthene]-6-carboxamide [N+](=[N-])=C1C(C2=CC=C(C=C2C12C1=CC=C(C=C1OC=1C=C(C=CC21)N2CC(C2)O)N2CC(C2)O)C(=O)N)=O